sodium copper ethylenediamine acetate C(C)(=O)[O-].C(CN)N.[Cu+2].[Na+].C(C)(=O)[O-].C(C)(=O)[O-]